benzyl 4-((3-(tert-butoxy)-3-oxopropyl)((chloromethoxy)carbonyl)amino)butanoate C(C)(C)(C)OC(CCN(CCCC(=O)OCC1=CC=CC=C1)C(=O)OCCl)=O